C1(=CC(=CC=C1)C1=NN(C(=C1CC1=CC=C(C=C1)S(N)(=O)=O)N)C=1SC=C(N1)C(=O)OCC)C1=CC=CC=C1 ethyl 2-(3-([1,1'-biphenyl]-3-yl)-5-amino-4-(4-sulfamoylbenzyl)-1H-pyrazol-1-yl)thiazole-4-carboxylate